C1(CC1)COC1=C(C=C(C=C1)S(=O)(=O)C)C=1C2=C(C(N(C1)C)=O)CCC2 4-[2-(cyclopropylmethoxy)-5-methylsulfonylphenyl]-2-methyl-6,7-dihydro-5H-cyclopenta[c]pyridin-1-one